C(C)(=O)ONC(=N)C1=CSC(=C1)[C@@H](C)N (R)-N-acetoxy-5-(1-aminoethyl)thiophene-3-carboximidamide